CC(C(=O)OCC1=CC=CC=C1)(CC(=O)OC)C O1-benzyl O4-methyl 2,2-dimethylbutanedioate